C(C)C(CCCCC)CCCCCCCCCC 6-ethylhexadecane